ClC=1C(=C(C=CC1Cl)NC([C@H](CCNC(OC(C)(C)C)=O)NC(=O)[C@H]1NCC2=CC=C(C=C2C1)F)=O)F tert-butyl ((S)-4-((3,4-dichloro-2-fluorophenyl)amino)-3-((S)-6-fluoro-1,2,3,4-tetrahydroisoquinoline-3-carboxamido)-4-oxobutyl)carbamate